tert-butyl (1-(5-((4-(4-morpholino-7-((2-(trimethylsilyl)ethoxy)methyl)-7H-pyrrolo[2,3-d]pyrimidin-6-yl)phenyl)amino)pyrimidin-2-yl)azetidin-3-yl)carbamate O1CCN(CC1)C=1C2=C(N=CN1)N(C(=C2)C2=CC=C(C=C2)NC=2C=NC(=NC2)N2CC(C2)NC(OC(C)(C)C)=O)COCC[Si](C)(C)C